C1(CCC1)CN1CC2=C(N=CN=C2OC(C)C=2C=NC(=CC2)C(F)(F)F)CC1 6-(cyclobutylmethyl)-4-(1-(6-(trifluoromethyl)pyridin-3-yl)ethoxy)-5,6,7,8-tetrahydropyrido[4,3-d]pyrimidine